Cl.C1(=CC(=CC=C1)CNCCCCCCN)CNCCCCCCN N1,N1'-(1,3-phenylenebis(methylene))bis(hexane-1,6-diamine), hydrochloride salt